5-oxo-5,6,7,8-tetrahydronaphthalene-2-carboxylic acid ethyl ester C(C)OC(=O)C1=CC=2CCCC(C2C=C1)=O